1,1,3,3-tetramethylbutyl methacrylate C(C(=C)C)(=O)OC(CC(C)(C)C)(C)C